2-(5-{2-[1-(2-amino-1,3-benzodiazol-1-yl)-3-azabicyclo[3.2.1]octan-3-yl]ethoxy}-1-methylpyrazol-4-yl)-6-methylpyridine-4-carboxylic acid NC1=NC2=C(N1C13CN(CC(CC1)C3)CCOC3=C(C=NN3C)C3=NC(=CC(=C3)C(=O)O)C)C=CC=C2